FC([C@H]1CN(CC1)C1=CC=C(C=N1)C1CN(C1)C=O)(F)F [3-[6-[(3R)-3-(trifluoromethyl)pyrrolidin-1-yl]-3-pyridinyl]azetidin-1-yl]methanone